[tri(propan-2-yl)silyl]ethynyl(phenyl)methanol CC(C)[Si](C(C)C)(C(C)C)C(O)(C1=CC=CC=C1)C#C